8-Cyclopentyl-12-ethyl-4-oxa-8,12-diazadispiro[2.1.5.3]tridecan-13-on C1(CCCC1)N1CCC2(OC3(CC3)C(N(C2)CC)=O)CC1